(2S)-2-[4-fluoro-2-(1,2-oxazol-3-yl)phenoxy]propionic acid FC1=CC(=C(O[C@H](C(=O)O)C)C=C1)C1=NOC=C1